ClC1=CC=C(C=N1)C(=NNC1=NC=C(C=C1)Cl)N 6-chloro-N'-[(5-chloro-2-pyridyl)amino]pyridine-3-carboxamidine